BrC1=C(C(=O)OC)C(=CC=C1C)OCC(=O)OC(C)(C)C methyl 2-bromo-6-[2-(tert-butoxy)-2-oxoethoxy]-3-methylbenzoate